ClC=1C=C(COC2=CC=C3CC(C(OC3=C2)C(=O)O)=O)C=CC1 7-(3-chlorobenzyloxy)-3-chromonic acid